(S)-6-(4,4-difluoro-1-(2-oxo-2-(4-(5-(trifluoromethyl)pyrimidin-2-yl)piperazin-1-yl)ethyl)pyrrolidin-2-yl)-2-(4-methoxybenzyl)-4-(trifluoromethyl)pyridazin-3(2H)-one FC1(C[C@H](N(C1)CC(N1CCN(CC1)C1=NC=C(C=N1)C(F)(F)F)=O)C=1C=C(C(N(N1)CC1=CC=C(C=C1)OC)=O)C(F)(F)F)F